3-(2,2-difluoroethyl)-1-(5-(2-methoxypyrimidin-5-yl)pyridin-2-yl)-1-(trans-4-((4-(1H-1,2,3-triazol-1-yl)-5-(trifluoromethyl)pyrimidin-2-yl)amino)cyclohexyl)urea FC(CNC(N([C@@H]1CC[C@H](CC1)NC1=NC=C(C(=N1)N1N=NC=C1)C(F)(F)F)C1=NC=C(C=C1)C=1C=NC(=NC1)OC)=O)F